BrC1=NC=CC(=C1)OCCOC1=NC(=CC=C1C)Cl 2-(2-((2-bromopyridin-4-yl)oxy)ethoxy)-6-chloro-3-methylpyridine